(R)-1-(3-(4-((3-chloro-4-(pyrazin-2-ylmethoxy)phenyl)amino)quinazolin-6-yl)piperidin-1-yl)prop-2-en-1-one ClC=1C=C(C=CC1OCC1=NC=CN=C1)NC1=NC=NC2=CC=C(C=C12)[C@@H]1CN(CCC1)C(C=C)=O